4-(trifluoromethyl)-2-((S)-3-(((3S,4S,5R)-3,4,5-tris(benzyloxy)piperidin-1-yl)methyl)pyrrolidin-1-yl)thiazole FC(C=1N=C(SC1)N1C[C@@H](CC1)CN1C[C@@H](C([C@@H](C1)OCC1=CC=CC=C1)OCC1=CC=CC=C1)OCC1=CC=CC=C1)(F)F